2-{3-[(1R)-1-aminoethyl]phenyl}-2,2-difluoroethan-1-ol N[C@H](C)C=1C=C(C=CC1)C(CO)(F)F